6-chloro-4-((2-methoxy-3-(1-methyl-1H-1,2,4-triazol-3-yl)phenyl)amino)-N-(trideuteromethyl)pyridazine-3-carboxamide ClC1=CC(=C(N=N1)C(=O)NC([2H])([2H])[2H])NC1=C(C(=CC=C1)C1=NN(C=N1)C)OC